3-(1,3-benzothiazol-2-yl)-N-methyl-4-[4-(trifluoromethyl)phenoxy]benzene-1-sulfonamide S1C(=NC2=C1C=CC=C2)C=2C=C(C=CC2OC2=CC=C(C=C2)C(F)(F)F)S(=O)(=O)NC